tert-butyl (1-((4-(N-(3-cyano-4-methyl-1H-indol-7-yl)sulfamoyl)phenyl) sulfonyl)piperidin-3-yl)carbamate C(#N)C1=CNC2=C(C=CC(=C12)C)NS(=O)(=O)C1=CC=C(C=C1)S(=O)(=O)N1CC(CCC1)NC(OC(C)(C)C)=O